7-azaspiro[4.5]decane C1CCCC12CNCCC2